FC(OC1=NC=CC(=C1)C(C)NC(=O)N[C@H]1[C@@H](C1)C1=CC=CC=C1)F 1-(1-(2-(difluoromethoxy)pyridin-4-yl)ethyl)-3-((1r,2s)-2-phenylcyclopropyl)urea